9-((2-chloro-4-phenoxyphenyl)(hydroxy)methyl)-2-(methoxymethyl)-2,4-dimethyl-1,2,4,7-tetrahydro-3H-pyrrolo[3',2':5,6]Pyrido[3,4-b]Pyrazin-3-one ClC1=C(C=CC(=C1)OC1=CC=CC=C1)C(C1=CNC2=C1C1=C(N(C(C(N1)(C)COC)=O)C)C=N2)O